tris(5-chloro-8-hydroxyquinoline) aluminum [Al].ClC1=C2C=CC=NC2=C(C=C1)O.ClC1=C2C=CC=NC2=C(C=C1)O.ClC1=C2C=CC=NC2=C(C=C1)O